N-(3-(((2-((4-(4-(3-((2,6-dioxopiperidin-3-yl)amino)benzyl)piperazin-1-yl)phenyl)amino)-5-(trifluoromethyl)pyrimidin-4-yl)amino)methyl)phenyl)-N-methylmethanesulfonamide O=C1NC(CCC1NC=1C=C(CN2CCN(CC2)C2=CC=C(C=C2)NC2=NC=C(C(=N2)NCC=2C=C(C=CC2)N(S(=O)(=O)C)C)C(F)(F)F)C=CC1)=O